C1(CC1)C1=C(C=C(C(=C1)I)C)N(C(C#CC)=O)C=1C2=C(N(N1)C)CCC2 N-(2-cyclopropyl-4-iodo-5-methylphenyl)-N-(1-methyl-1,4,5,6-tetrahydrocyclopenta[c]pyrazol-3-yl)but-2-ynamide